C(=O)(O)C1=CC=C(C=C1)P(C1=CC=CC=C1)(C1=CC=C(C=C1)C(=O)O)=O Bis(4-carboxyphenyl)phenylphosphine oxide